((1-(4-methoxybenzyl)-1H-imidazol-4-yl)methylene)-1-methylpiperidine COC1=CC=C(CN2C=NC(=C2)C=C2N(CCCC2)C)C=C1